NC=1C=CC(=NC1)N1N=C(C(=C1)C1=CN=C(N1C)C(=O)N)C(F)(F)F 5-[1-(5-amino-2-pyridyl)-3-(trifluoromethyl)pyrazol-4-yl]-1-methyl-imidazole-2-carboxamide